methyl 4-(7-(1-(tert-butoxycarbonyl)piperidin-4-yl)-1,3-dimethyl-2-oxo-1,2-dihydroquinolin-5-yl)-1-methyl-1,2,3,4-tetrahydroquinoxaline-6-carboxylate C(C)(C)(C)OC(=O)N1CCC(CC1)C1=CC(=C2C=C(C(N(C2=C1)C)=O)C)N1CCN(C2=CC=C(C=C12)C(=O)OC)C